OC[C@@]1(N2[C@@H](C[C@@](C1=O)(CC2)C)C)COC (1R,2R,4S,6R)-2-(hydroxymethyl)-2-(methoxymethyl)-4,6-dimethylquinuclidin-3-one